[Cl-].C(CC)N1CC=CC=C1 N-propyl-pyridine chloride